BrCC=1C(NC(NC1)=O)=O bromothymine